bis-(1-oxyl-2,2,6,6-tetramethylpiperidine-4-yl) sebacate C(CCCCCCCCC(=O)OC1CC(N(C(C1)(C)C)O)(C)C)(=O)OC1CC(N(C(C1)(C)C)O)(C)C